[4-[(4,4,5,5-tetramethyl-1,3,2-dioxaborolan-2-yl)methyl]phenyl]-4-(trifluoromethyl)imidazole CC1(OB(OC1(C)C)CC1=CC=C(C=C1)C=1NC=C(N1)C(F)(F)F)C